1-acetyl-N-(((2S,5R)-6-(phenylmethyloxy)-7-oxo-1,6-diazabicyclo[3.2.1]oct-2-yl)(imino)methyl)piperidine-4-carboxamide C(C)(=O)N1CCC(CC1)C(=O)NC(=N)[C@H]1N2C(N([C@H](CC1)C2)OCC2=CC=CC=C2)=O